methyl 3-bromo-6-((tert-butoxycarbonyl)amino)picolinate BrC=1C(=NC(=CC1)NC(=O)OC(C)(C)C)C(=O)OC